bis(triethylsilyl) monoiodophosphate P(=O)(O[Si](CC)(CC)CC)(O[Si](CC)(CC)CC)I